2-methylpropyl 9,9-dibutoxy-7-nonynoate C(CCC)OC(C#CCCCCCC(=O)OCC(C)C)OCCCC